1-(2,4,6-trifluorobenzyl)-1H-pyrazole-3-carboxylic acid FC1=C(CN2N=C(C=C2)C(=O)O)C(=CC(=C1)F)F